N-(5-cyano-4-((2-methoxyethyl)amino)pyridin-2-yl)-4-(2-(dimethylamino)acetamido)-7-formyl-3,4-dihydro-2,4-methylene-1,8-naphthyridine-1(2H)-carboxamide C(#N)C=1C(=CC(=NC1)NC(=O)N1C2CC(C3=CC=C(N=C13)C=O)(C2)NC(CN(C)C)=O)NCCOC